C(C)N(C(=O)C1=C(OC2=C(N=CN=N2)N2CC3(CN(C3)[C@@H](CCNC([O-])=O)C(C)C)CC2)C=CC(=C1)F)C(C)C (S)-(3-(6-(6-(2-(ethyl(isopropyl)carbamoyl)-4-fluorophenoxy)-1,2,4-triazin-5-yl)-2,6-diazaspiro[3.4]octan-2-yl)-4-methylpentyl)carbamate